[3-(3,6-dimethyl-9H-carbazole-9-yl)propyl]phosphoric acid CC=1C=CC=2N(C3=CC=C(C=C3C2C1)C)CCCOP(O)(O)=O